2-((((4-nitrophenoxy)carbonyl)oxy)methyl)-l-1-(nonan-5-yloxy)-l-1-oxoundecyl (9Z,12Z)-octadeca-9,12-dienoate C(CCCCCCC\C=C/C\C=C/CCCCC)(=O)OC(C(=O)OC(CCCC)CCCC)(CCCCCCCCC)COC(=O)OC1=CC=C(C=C1)[N+](=O)[O-]